2-[(2E)-2-(aminomethyl)-3-fluoroprop-2-en-1-yl]-4-{4-methyl-5-[3-(1H-1,2,4-triazol-3-yl)phenyl]pyridin-2-yl}-2,4-dihydro-3H-1,2,4-triazol-3-one NC/C(/CN1N=CN(C1=O)C1=NC=C(C(=C1)C)C1=CC(=CC=C1)C1=NNC=N1)=C\F